6-bromo-4-fluorobenzo[d]thiazol-2(3H)-one BrC1=CC2=C(NC(S2)=O)C(=C1)F